C1(=CC=CC2=CC3=CC=CC=C3C=C12)OC1=CC=CC2=CC3=CC=CC=C3C=C12 dianthracenyl ether